COC=1C=C(CC2NCCCC2)C=CC1 2-(3-methoxybenzyl)piperidine